ClC1=CC=C(S1)CNC1=CC(=NN1C(C(CO)(C)C)=O)C1CCN(CC1)S(=O)(=O)C 1-(5-{[(5-Chlorothiophen-2-yl)methyl]amino}-3-(1-methansulfonylpiperidin-4-yl)-1H-pyrazol-1-yl)-3-hydroxy-2,2-dimethylpropan-1-on